N1=CC(=CC=C1)CC(P(O)(=O)O)(P(O)(=O)O)O 2-(3-pyridyl)-1-hydroxyethane-1,1-bisphosphonic acid